(+)-N-(4,6-dimethylpyrimidin-2-yl)-4-[2-(4-methoxy-3-methylphenyl)-5-(4-methylpiperazin-1-yl)-4,5,6,7-tetrahydro-1H-indol-1-yl]benzenesulfonamide difumarate C(\C=C\C(=O)O)(=O)O.C(\C=C\C(=O)O)(=O)O.CC1=NC(=NC(=C1)C)NS(=O)(=O)C1=CC=C(C=C1)N1C(=CC=2CC(CCC12)N1CCN(CC1)C)C1=CC(=C(C=C1)OC)C